Cl[Si]([SiH3])(Cl)Cl Trichlorodisilan